ClC1=NC=C(C(=N1)OCC1=CC=C(C=C1)C=1N(C=C(N1)C(F)(F)F)CC(F)(F)F)C 2-chloro-5-methyl-4-[[4-[1-(2,2,2-trifluoroethyl)-4-(trifluoromethyl)imidazol-2-yl]phenyl]methoxy]pyrimidine